C(C)(C)(C)OC(N(C)CCN)=O.F[C@H]1CN(CC[C@H]1COC=1SC2=NC(=CC=C2N1)C1=CC=C(C=C1)S(=O)(=O)C)C1=NC(=NO1)C(C)C 5-((3R,4S)-3-fluoro-4-(((5-(4-(methylsulfonyl)phenyl)thiazolo[5,4-b]pyridin-2-yl)oxy)methyl)piperidin-1-yl)-3-isopropyl-1,2,4-oxadiazole tert-butyl-N-(2-aminoethyl)-N-methylcarbamate